(2-chloro-7,8-dihydro-[1,4]dioxino[2',3':3,4]benzo[1,2-d]thiazol-4-yl)(1-(trifluoromethyl)cyclobutyl)methanone ClC=1SC2=C(N1)C(=CC1=C2OCCO1)C(=O)C1(CCC1)C(F)(F)F